O=C1NC(CCC1N1C(C2=CC=C(C=C2C1)C(=O)N[C@@H](C(F)(F)F)C1=NC=CN=C1)=O)=O 2-(2,6-dioxopiperidin-3-yl)-1-oxo-N-((R)-2,2,2-trifluoro-1-(pyrazin-2-yl)ethyl)isoindoline-5-carboxamide